methyl 2-((3,5-dichloro-4-(3-isopropyl-4-(methoxymethoxy)benzyl)benzyl)thio)acetate ClC=1C=C(CSCC(=O)OC)C=C(C1CC1=CC(=C(C=C1)OCOC)C(C)C)Cl